C1CC2CC1C3C2C4CC3C=C4 TETRACYCLODODECENE